NC=1C2=C(N=CN1)N(C=C2C=2C=C1C=CNC1=CC2)CC(=O)N2[C@@H](C[C@H](C2)F)C(=O)NCC2=C(C(=CC=C2)Cl)F (2S,4R)-1-(2-(4-amino-5-(1H-indol-5-yl)-7H-pyrrolo[2,3-d]pyrimidin-7-yl)acetyl)-N-(3-chloro-2-fluorophenylmethyl)-4-fluoropyrrolidine-2-carboxamide